FC(COC1=CC2=C(OC3=C(C(N2)=O)C=CC=C3)C=C1)(F)F 8-(2,2,2-trifluoroethoxy)dibenzo[b,f][1,4]oxazepin-11(10H)-one